ClC1=CC2=C([C@@H](CC3=NC=CC=C3O2)CN)C=C1 |o1:5| (R*)-(7-chloro-10,11-dihydrobenzo[6,7]oxepino[3,2-b]pyridin-10-yl)methanamine